Bromo-4-(3-(4-fluorophenyl)-1H-pyrazol-4-yl)furo[2,3-d]pyrimidine BrC=1N=C(C2=C(N1)OC=C2)C=2C(=NNC2)C2=CC=C(C=C2)F